NCC#CC=1C=C(C=CC1)NC(COCCOCCOCCOCCOCCOCCNC(C[C@H]1C=2N(C3=C(C(=N1)C1=CC=C(C=C1)Cl)C(=C(S3)C)C)C(=NN2)C)=O)=O (S)-N-(3-(3-aminoprop-1-yn-1-yl)phenyl)-20-(2-(4-(4-chlorophenyl)-2,3,9-trimethyl-6H-thieno[3,2-f][1,2,4]triazolo[4,3-a][1,4]diazepin-6-yl)acetamido)-3,6,9,12,15,18-hexaoxaicosanamide